4-((1-(3,5-dichlorophenyl)piperidin-4-yl)thio)-1H-1,2,3-triazole-5-carboxylic acid ClC=1C=C(C=C(C1)Cl)N1CCC(CC1)SC=1N=NNC1C(=O)O